3-ethyl-6-ethyl-1-nonen-3-ol C(C)C(C=C)(CCC(CCC)CC)O